benzene-1-thiol C1(=CC=CC=C1)S